C(C1=CC=CC=C1)N1N=C(C=C1)C1=C2C=C(N=CC2=C(N=C1)NC)C1(CC1)C(=O)N (5-(1-benzyl-1H-pyrazol-3-yl)-8-(methylamino)-2,7-naphthyridin-3-yl)cyclopropanecarboxamide